N1N=CC2=CC(=CC=C12)C=1C=NC=CC1/C=C/C(=O)NC1CC(C1)OC (E)-3-(3-(1H-indazol-5-yl)pyridin-4-yl)acryloyl-3-methoxycyclobutylamine